FC(C(=O)O)(C1=NC(=CC=C1)C=1N=C(SC1)C(F)(F)F)F 2,2-difluoro-2-{6-[2-(trifluoromethyl)-1,3-thiazol-4-yl]pyridin-2-yl}acetic acid